BrC1=CC=C(C=C1)N1C=C(C(C2=CC=CC=C12)=O)C(=O)NC1=CC=C(C=C1)OC1=CC=NC2=CC(=C(C=C12)OC)OC 1-(4-bromophenyl)-N-(4-(6,7-dimethoxyquinolin-4-yloxy)phenyl)-4-oxo-1,4-dihydroquinoline-3-carboxamide